C(C)(C)(C)OC(=O)N1[C@@H](C[C@@H](C1)C1=CC=CC=C1)C(=O)O (2S,4R)-1-(tert-butoxycarbonyl)-4-phenylpyrrolidine-2-carboxylic acid